4-(7-bromo-11-oxo-10,11-dihydro-5H-benzo[e]pyrrolo[1,2-a][1,4]diazepin-2-yl)benzonitrile BrC1=CC2=C(NC(C=3N(C2)C=C(C3)C3=CC=C(C#N)C=C3)=O)C=C1